N[C@H](CC1=CC=C(C=C1)NC([C@H](C1CCCCCC1)NC(=O)C1=CC=NN1CC)=O)C(=O)N1CCN(CC1)C N-((S)-2-((4-((R)-2-amino-3-(4-methylpiperazin-1-yl)-3-oxopropyl)phenyl)amino)-1-cycloheptyl-2-oxoethyl)-1-ethyl-1H-pyrazole-5-carboxamide